1-(benzyloxycarbonyl-sulfamoyl)-4-ethyl-3-phenyl-pyrrole-2-carboxylic acid benzyl ester sodium salt [Na].C(C1=CC=CC=C1)OC(=O)C=1N(C=C(C1C1=CC=CC=C1)CC)S(NC(=O)OCC1=CC=CC=C1)(=O)=O